(2R,3S)-2-hydroxy-3-isopropylbutanedioic acid O[C@@H](C(=O)O)[C@@H](C(=O)O)C(C)C